(2-bromopyridin-3-yl)(4-chlorophenyl)methanone BrC1=NC=CC=C1C(=O)C1=CC=C(C=C1)Cl